OB1OCC2=C1C(=C(C=C2)C(=O)N[C@@H](C(C)C)C(=O)OCCN2CCOCCC2)C 2-(1,4-oxazepan-4-yl)ethyl (1-hydroxy-7-methyl-1,3-dihydrobenzo[c][1,2]oxaborole-6-carbonyl)-L-valinate